BrCC1=CC=C(C=C1)C1CCN(CC1)C(=O)OC(C)(C)C tert-Butyl 4-(4-(bromomethyl)phenyl)piperidine-1-carboxylate